C(C)(C)(C)OC(N(C)C=1C=C(C(=C2C3=C(NC12)N=CC(=C3Cl)Cl)C#N)F)=O (3,4-dichloro-5-cyano-6-fluoro-9H-pyrido[2,3-b]indol-8-yl)(methyl)carbamic acid tert-butyl ester